N-(3-chloro-5-fluoroisonicotinyl)-O-(4-(5,6,7,8-tetrahydro-1,8-naphthyridin-2-yl)butyl)-D-homoserine ClC1=C(CN[C@H](CCOCCCCC2=NC=3NCCCC3C=C2)C(=O)O)C(=CN=C1)F